t-butyl-2,5-bis(2-ethylhexanoyl-peroxy)-2,5-dimethylhexane C(C)(C)(C)CC(CCC(C)(C)OOC(C(CCCC)CC)=O)(C)OOC(C(CCCC)CC)=O